tertbutyl 4-[[7-[2-cyano-3-[[ethyl(methyl)sulfamoyl]amino]-6-fluoro-phenoxy]quinoxalin-2-yl]methyl]piperidine-1-carboxylate C(#N)C1=C(OC2=CC=C3N=CC(=NC3=C2)CC2CCN(CC2)C(=O)OC(C)(C)C)C(=CC=C1NS(N(C)CC)(=O)=O)F